C(C)O[Si](C(C(C(C(C(CCC(F)(F)F)(F)F)(F)F)(F)F)(F)F)(F)F)(OCC)OCC triethoxy(tridecafluorooctyl)silane